(4-(4-methoxy-2-nitrophenyl)pyridin-2-yl)-3-phenylpropionamide COC1=CC(=C(C=C1)C1=CC(=NC=C1)C(C(=O)N)CC1=CC=CC=C1)[N+](=O)[O-]